C(C1=CC=CC=C1)SC1=CC=2N(C(=C1)Br)N=CC2Br 5-(benzylthio)-3,7-dibromopyrazolo[1,5-a]pyridine